FC(C=1C=C(C=CC1)NC1CCC2=CC=C(C=C12)NC(C=C)=O)(F)F N-(3-((3-(trifluoromethyl)phenyl)amino)-2,3-dihydro-1H-inden-5-yl)acrylamide